FC(C(C)(O)C1=CC=C(C=2N1N=CN2)B(O)O)(F)F (5-(1,1,1-trifluoro-2-hydroxypropan-2-yl)-[1,2,4]triazolo[1,5-a]pyridin-8-yl)boronic acid